guaiacoldisulfonate C=1(C(O)=C(C(=CC1)S(=O)(=O)[O-])S(=O)(=O)[O-])OC